2-((4-chloro-2-fluorobenzyl)oxy)-5,6,7,8-tetrahydro-1,7-naphthyridin-7-ium chloride [Cl-].ClC1=CC(=C(COC2=NC=3C[NH2+]CCC3C=C2)C=C1)F